1-(4-{2-[1-(2-Ethoxy-ethyl)-3-methoxy-1H-pyrazol-4-ylamino]-thiazol-4-yl}-phenyl)-imidazolidin-2-one C(C)OCCN1N=C(C(=C1)NC=1SC=C(N1)C1=CC=C(C=C1)N1C(NCC1)=O)OC